C(C)(C)(C)C1=C(C(=CC(=C1)CCCCCCCCC)C(C)(C)C)O 2,6-di-tertiarybutyl-4-nonylphenol